6-(3'-hydroxypropyl)amino-hexanoic acid OCCCNCCCCCC(=O)O